5-amino-N-{4-[(3R,4R)-3-amino-4-hydroxypiperidin-1-yl]-6,7-dihydro-5H-cyclopenta[b]pyridin-3-yl}-2-(2,6-difluorophenyl)-1,3-thiazole-4-carboxamide NC1=C(N=C(S1)C1=C(C=CC=C1F)F)C(=O)NC=1C(=C2C(=NC1)CCC2)N2C[C@H]([C@@H](CC2)O)N